5-{1-fluoro-3-hydroxy-7-[(oxan-4-yl)methoxy]naphthalen-2-yl}-1λ6,2,5-thiadiazolidine-1,1,3-trione FC1=C(C(=CC2=CC=C(C=C12)OCC1CCOCC1)O)N1CC(NS1(=O)=O)=O